8-(4-(2-(2,6-dioxopiperidin-3-yl)-6-fluoro-1-oxoisoindolin-4-yl)piperidin-1-yl)-N-(2-((S)-1-(3-ethoxy-4-methoxyphenyl)-2-(methylsulfonyl)ethyl)-1,3-dioxoisoindolin-4-yl)-octanamide O=C1NC(CCC1N1C(C2=CC(=CC(=C2C1)C1CCN(CC1)CCCCCCCC(=O)NC1=C2C(N(C(C2=CC=C1)=O)[C@H](CS(=O)(=O)C)C1=CC(=C(C=C1)OC)OCC)=O)F)=O)=O